3-(tetrahydro-2H-pyran-4-yl)pyrazolo[1,5-a]pyrimidin-5-amine O1CCC(CC1)C=1C=NN2C1N=C(C=C2)N